C(CCCCC)C=1C=C2C(=CC(=NC2=CC1)N1CC(CCC1)C(=O)O)C=1C=NC=CC1 1-[6-hexyl-4-(pyridin-3-yl)quinolin-2-yl]piperidine-3-carboxylic acid